The molecule is the stable isotope of selenium with relative atomic mass 76.919915, 7.60 atom percent natural abundance and nuclear spin 1/2. [77Se]